2-(difluoromethyl)-3-fluoro-6-iodopyridine FC(C1=NC(=CC=C1F)I)F